1,4-diazabicyclo[2.2.2]octanium [NH+]12CCN(CC1)CC2